4-[([7-acetamido-5H-pyrrolo[3,2-d]pyrimidin-4-yl]amino)-methyl]phenylboronic acid C(C)(=O)NC1=CNC2=C1N=CN=C2NCC2=CC=C(C=C2)B(O)O